1,3-bis(benzyldiethylaminopropyl)5-(diethylaminopropyl)triazine diammonium dichloride [Cl-].[Cl-].[NH4+].[NH4+].C(C1=CC=CC=C1)C(CCN1NN(CC(=C1)CCCN(CC)CC)CCC(N(CC)CC)CC1=CC=CC=C1)N(CC)CC